C(C)(C)(C1=CC=C(C=C1)OCC(C)O)C1=CC=C(C=C1)OCC(C)O isopropylidenebis(p-phenyleneoxypropane-2-ol)